N=1C(=O)NC(=O)C(C1)=C1C(NC(N=C1)=O)=O biuracil